C(#N)CSC(N(C1=CC=NC=C1)C)=S cyanomethyl-N-methyl-N-(pyridine-4-yl)dithiocarbamic acid